O1C(=CC=2C1=CN=CC2)C=2OC1=C(C=C(C=C1C(C2C)=O)C)C(C)NC2=C(C(=O)OC(C)(C)C)C=CC=C2 tert-Butyl 2-[1-(2-furo[2,3-c]pyridin-2-yl-3,6-dimethyl-4-oxo-chromen-8-yl)ethylamino]benzoate